C1(=CC=CC=C1)C(C(=O)C1=CC=CC=C1)Cl phenyl-chloroacetophenone